5-methyl-N2-[2-(3-methyl-3,7-diazabicyclo[3.3.0]octan-7-yl)pyridin-5-yl]-N4-(2-oxo-2,3-dihydro-1,3-benzoxazol-5-yl)-2,4-pyrimidinediamine CC=1C(=NC(=NC1)NC=1C=CC(=NC1)N1CC2CN(CC2C1)C)NC=1C=CC2=C(NC(O2)=O)C1